ClC=1C=CC(=C(C1)C1=CC(N(C=C1OC)[C@H](C(=O)NC1=CC(=C(C(=O)NC([2H])([2H])[2H])C=C1)F)CC)=O)N1N=NC(=C1)C(F)(F)F (S)-4-(2-(4-(5-chloro-2-(4-(trifluoromethyl)-1H-1,2,3-triazol-1-yl)phenyl)-5-methoxy-2-oxopyridin-1(2H)-yl)butyramido)-2-fluoro-N-(methyl-d3)benzamide